amino-2-oxo-3,4-dihydro-1H-quinoline-7-carbonitrile NN1C(CCC2=CC=C(C=C12)C#N)=O